C(C=C)(=O)NC=1C=C(C(C(=O)NN)=CC1)C(=O)NN 4-acrylamidophthalic dihydrazide